(4-dimethylaminoanilino)fluorane CN(C1=CC=C(NF)C=C1)C